4-(furan-3-yl)-7,14-dioxa-10,19,20-triazatetracyclo[13.5.2.12,6.018,21]tricosa-1(20),2(23),3,5,15,17,21-heptaen-9-one O1C=C(C=C1)C1=CC=2C3=NNC4=CC=C(OCCCNC(COC(=C1)C2)=O)C=C34